7-amino-4-[3-(3,6-dihydro-2H-pyran-4-yl)-1H-indazol-5-yl]-1-oxo-isoindolin NC=1C=CC(=C2CNC(C12)=O)C=1C=C2C(=NNC2=CC1)C=1CCOCC1